N-(4-(6-butyryl-4-methylpyridin-3-yl)imidazo[1,2-a][1,6]naphthyridin-8-yl)oxetane-3-carboxamide C(CCC)(=O)C1=CC(=C(C=N1)C=1C=2N(C3=CC(=NC=C3C1)NC(=O)C1COC1)C=CN2)C